CC1=CC(=NN1)NC=1N=C(C=2N(C1)N=CC2)NC2CC1CCC(C2)N1CCC#N 3-((3-exo)-3-((6-((5-methyl-1H-pyrazol-3-yl)amino)pyrazolo[1,5-a]pyrazin-4-yl)amino)-8-azabicyclo[3.2.1]oct-8-yl)propionitrile